C(C1=CC=CC=C1)N1C(=C(C(C2=CC=CC=C12)=O)C1=C(C=C(C=C1Cl)Cl)Cl)C1=CC=CC=C1 1-benzyl-2-phenyl-3-(2,4,6-trichlorophenyl)quinolin-4(1H)-one